3,7-dihydroxy-8-methoxyflavone OC1=C(OC2=C(C(=CC=C2C1=O)O)OC)C1=CC=CC=C1